hexafluorophosphate-azabenzotriazole uronium [NH2+]=C(O)N.N1N=NC2=C1C=CC=N2.F[P-](F)(F)(F)(F)F